C1(=C(C=CC=C1)N(C1=C(C=CC=C1)C1=CC=CC2=CC=CC=C12)C1=C(C=CC=C1C1=CC=CC=2OC3=C(C21)C=CC=C3)C3=CC=CC=C3)C3=CC=CC=C3 (biphenylyl)(dibenzofuranylbiphenylyl)(naphthylphenyl)amine